N=1SN=C2N=CC=CC21 [1,2,5]Thiadiazolo[3,4-b]pyridin